C1(=CC=CC=C1)P(C1=CC=CC=C1)(C1=CC=CC=C1)[Pd](P(C1=CC=CC=C1)(C1=CC=CC=C1)C1=CC=CC=C1)(Cl)Cl bis(triphenyl-phosphino)palladium dichloride